O=C1CCCCC(O1)CCC(=O)OCCC#N 2-cyanoethyl 3-(7-oxooxepan-2-yl)propanoate